CN1C(=NC=C1C=1C=C2C=C(N=CC2=CC1)NC(=O)C1CN(CC1)C)C N-(6-(1,2-dimethyl-1H-imidazol-5-yl)isoquinolin-3-yl)-1-methylpyrrolidine-3-carboxamide